(3aR,6aS)-tert-butyl 5-cyanohexahydrocyclopenta[c]pyrrole-2(1H)-carboxylate C(#N)C1C[C@@H]2[C@@H](CN(C2)C(=O)OC(C)(C)C)C1